4-hydroxy-1-methyl-1,4,5,7-tetrahydro-6H-pyrazolo[3,4-c]pyridine OC1C2=C(CNC1)N(N=C2)C